3-Biphenyl-3-yl-5-[3-(4-methyl-piperazin-1-ylmethyl)-phenyl]-1H-pyrrolo[2,3-b]pyridine C1(=CC(=CC=C1)C1=CNC2=NC=C(C=C21)C2=CC(=CC=C2)CN2CCN(CC2)C)C2=CC=CC=C2